Malolactone C1(C(O)CCO1)=O